2-(4-isopropyl-5-(8-methoxy-[1,2,4]triazolo[1,5-a]pyridin-6-yl)-1H-pyrazol-3-yl)-N-methyl-N-propyl-4,5,6,7-tetrahydrobenzo[d]thiazol-6-amine C(C)(C)C=1C(=NNC1C=1C=C(C=2N(C1)N=CN2)OC)C=2SC1=C(N2)CCC(C1)N(CCC)C